2-methyl-2-(1H-pyrrolo[3,2-b]pyridine-6-carboxamido)propyl 3-fluorobenzoate FC=1C=C(C(=O)OCC(C)(NC(=O)C=2C=C3C(=NC2)C=CN3)C)C=CC1